N-(cis-4-(2-(4-(benzo[d]isothiazol-3-yl)piperazin-1-yl)ethyl)-4-fluorocyclohexyl)propionamide S1N=C(C2=C1C=CC=C2)N2CCN(CC2)CCC2(CCC(CC2)NC(CC)=O)F